N-(6-bromobenzo[d][1,3]dioxol-5-yl)acetamide BrC=1C(=CC2=C(OCO2)C1)NC(C)=O